CC12CC3(CC(CC(C1)(C3)C)C2)C(=O)NCCN2CCCCC2 3,5-dimethyl-N-[2-(piperidin-1-yl)ethyl]adamantane-1-carboxamide